4-(4-(3-isopropyl-2-(7-methyltetrazolo[1,5-a]pyridin-6-yl)-1H-indol-5-yl)piperidin-1-yl)tetrahydro-2H-thiopyran 1,1-dioxide C(C)(C)C1=C(NC2=CC=C(C=C12)C1CCN(CC1)C1CCS(CC1)(=O)=O)C=1C(=CC=2N(C1)N=NN2)C